sodium acetate (Acetate) C(C)(=O)[O-].C(C)(=O)O.[Na+]